C(CCC)C1=CC=C(S1)C(=[Hf](C1=CC=CC=2C3=CC=CC=C3CC12)C1C=CC=C1)C (5-n-butylthienyl)(methyl)methylene(cyclopentadienyl)(fluorenyl)hafnium